3-(5-((R)-1-((R)-1-ethylpiperidin-2-yl)ethoxy)-1-oxoisoindolin-2-yl)piperidine-2,6-dione-3,4,4,5,5-d5 C(C)N1[C@H](CCCC1)[C@@H](C)OC=1C=C2CN(C(C2=CC1)=O)C1(C(NC(C(C1([2H])[2H])([2H])[2H])=O)=O)[2H]